diaminodiphenyldimethylsilane NC([Si](C)(C1=CC=CC=C1)C1=CC=CC=C1)N